3-fluoro-1H-pyrrolo[3,2-c]pyridine-1-carboxylate FC1=CN(C2=C1C=NC=C2)C(=O)[O-]